diethyl (4-(4-(4-methoxyphenyl)piperazine-1-carbonyl)phenethyl)phosphonate COC1=CC=C(C=C1)N1CCN(CC1)C(=O)C1=CC=C(CCP(OCC)(OCC)=O)C=C1